2-allyloxy-7-methoxynaphthalene-1,4-dione C(C=C)OC=1C(C2=CC(=CC=C2C(C1)=O)OC)=O